[Cl-].[Cl-].C1(=CC=CC=C1)C(=[Zr+2](C1=CC=CC2=C3C(=C4C=5C=CC=CC5CC4=C21)C=CC=C3)C3C=CC=C3)C3=CC=C(C=C3)Cl phenyl(p-chlorophenyl)methylene(cyclopentadienyl)(dibenzofluorenyl)zirconium dichloride